C(C)(C)(C)OC(CC[C@@H](C(=O)N)N1C(C2=CC=C(C=C2C1)C1=NC(=C(C=C1C#N)C#N)N)=O)=O (S)-5-amino-4-(5-(6-amino-3,5-dicyanopyridin-2-yl)-1-oxoisoindolin-2-yl)-5-oxopentanoic acid tert-butyl ester